FC1(CN(C1)C(=O)OC(C)(C)C)[C@@H]1CN=C(O1)N1[C@H](C2=CC=CC=C2CC1)C1=CC=C(C=C1)F tert-butyl 3-fluoro-3-((S)-2-((S)-1-(4-fluorophenyl)-3,4-dihydroisoquinolin-2(1H)-yl)-4,5-dihydrooxazol-5-yl)azetidine-1-carboxylate